C(C)(C)C1=C(NC2=CC=C(C=C12)C1CCN(CC1)CCOC1=CC=CC=C1)C1=CC(=NC=C1)C 3-isopropyl-2-(2-methylpyridin-4-yl)-5-(1-(2-phenoxyethyl)piperidin-4-yl)-1H-indole